C1OCC12CN(C2)CC=2N=C(N(C2)C=2C=CC=1N(C2)C(=CN1)C(=O)N)C1=NC(=CC=C1)C 6-(4-((2-oxa-6-azaspiro[3.3]heptan-6-yl)methyl)-2-(6-methylpyridin-2-yl)-1H-imidazol-1-yl)imidazo[1,2-a]pyridine-3-carboxamide